propyne C#CC